N-(6-amino-5-ethylpyridin-3-yl)-2-((2R,5S)-5-methyl-2-(3-((1-methylpyrrolidin-2-yl)Methoxy)phenyl)piperidin-1-yl)-2-oxoacetamide NC1=C(C=C(C=N1)NC(C(=O)N1[C@H](CC[C@@H](C1)C)C1=CC(=CC=C1)OCC1N(CCC1)C)=O)CC